S1C(=NC=C1)C1=NN=C(S1)N (thiazol-2-yl)-1,3,4-thiadiazol-2-amine